C1=CC=CC=2SC3=CC=CC=C3N(C12)CCCS(=O)(=O)NS(=O)(=O)C(F)(F)F.[K] potassium 3-(10H-phenothiazin-10-yl)-N-((trifluoromethyl)sulfonyl)propane-1-sulfonamide